COC=1C=2N(C=CC1C1OCCC1)N=CC2C(=O)OCC Ethyl 4-methoxy-5-tetrahydrofuran-2-yl-pyrazolo[1,5-a]pyridine-3-carboxylate